(1R,3R)-3-((2S,3S)-N,3-dimethyl-2-((R)-1-methylpiperidine-2-carboxamido)pentanamido)-4-methyl-1-(4-(perfluorobenzoyl)thiazol-2-yl)pentyl acetate C(C)(=O)O[C@H](C[C@H](C(C)C)N(C([C@H]([C@H](CC)C)NC(=O)[C@@H]1N(CCCC1)C)=O)C)C=1SC=C(N1)C(C1=C(C(=C(C(=C1F)F)F)F)F)=O